C(#N)C=1C=NN2C1C(=CC(=C2)C=2C=NN(C2)C[C@H]2CN(CCC2)C(=O)OC(C)(C)C)OS(=O)(=O)C(F)(F)F tert-butyl (3R)-3-[[4-[3-cyano-4-(trifluoromethylsulfonyloxy) pyrazolo[1,5-a]pyridin-6-yl]pyrazol-1-yl]methyl]piperidine-1-carboxylate